NC=1C=2N(C=CN1)C(=NC2C2=C(C=C(C=C2)[C@@](C)(C2=CC(=CC=C2)C(F)(F)F)O)CO)[C@H]2CN1C(CC[C@@H]1CC2)=O (6R,8aS)-6-{8-amino-1-[2-(hydroxymethyl)-4-{(1S)-1-hydroxy-1-[3-(trifluoromethyl)phenyl]ethyl}phenyl]imidazo[1,5-a]pyrazin-3-yl}hexahydroindolizin-3(2H)-one